(3R)-N-((1-methylcyclopropyl)methyl)-1-(6-(1-(5-(6-(pyrrolidin-1-yl)pyrazin-2-yl)-1,3,4-thiadiazol-2-yl)ethyl)pyridin-3-yl)piperidin-3-amine CC1(CC1)CN[C@H]1CN(CCC1)C=1C=NC(=CC1)C(C)C=1SC(=NN1)C1=NC(=CN=C1)N1CCCC1